o-hydroxyphenyl isothiocyanate OC1=C(C=CC=C1)N=C=S